N-(3-(2-aminoquinazolin-6-yl)-2,4-difluorophenyl)cyclohexanesulfonamide NC1=NC2=CC=C(C=C2C=N1)C=1C(=C(C=CC1F)NS(=O)(=O)C1CCCCC1)F